4-(4-cyanobenzylidene)-2-(4-cyanostyryl)oxazol-5(4H)-one C(#N)C1=CC=C(C=C2N=C(OC2=O)C=CC2=CC=C(C=C2)C#N)C=C1